NC([C@H](C[C@H]1C(NCCC1)=O)NC([C@H](CC1CC1)NC(=O)C=1NC2=CC=C(C=C2C1)OC)=O)=O N-[(1S)-2-[[(1S)-2-amino-2-oxo-1-[[(3S)-2-oxo-3-piperidyl]methyl]ethyl]amino]-1-(cyclopropylmethyl)-2-oxo-ethyl]-5-methoxy-1H-indole-2-carboxamide